5-amino-1,3-bis(3-hydroxy-3-methyl-butyl)benzimidazol-2-one NC1=CC2=C(N(C(N2CCC(C)(O)C)=O)CCC(C)(C)O)C=C1